2-fluoro-3-(furan-3-amido)-4-iodobenzoic acid methyl ester COC(C1=C(C(=C(C=C1)I)NC(=O)C1=COC=C1)F)=O